2-Chloro-4-fluoro-5-cyanobenzaldehyde dimethyl acetal COC(C1=C(C=C(C(=C1)C#N)F)Cl)OC